nicotine benzoic acid salt C(C1=CC=CC=C1)(=O)O.N1=CC=CC(=C1)C1N(C)CCC1